4-(2-(1-methyl-7-azabicyclo[2.2.1]heptan-7-yl)-6,7-dihydro-5H-cyclopenta[d]pyrimidin-4-yl)benzamide CC12CCC(CC1)N2C=2N=C(C1=C(N2)CCC1)C1=CC=C(C(=O)N)C=C1